CC1=NNC(=C1N1CCN(CC1)C=1C(=CC(=C(C(=O)O)C1)C)F)C 5-(4-(3,5-Dimethyl-1H-pyrazol-4-yl)piperazin-1-yl)-4-fluoro-2-methylbenzoic Acid